C(C)C(CCCC)OCCO 2-[(1-ethylpentyl)oxy]ethanol